Tert-Butyl N-tert-butoxycarbonyl-N-[4-chloro-6-(2,6-dimethylphenyl) pyrimidin-2-yl]carbamate C(C)(C)(C)OC(=O)N(C(OC(C)(C)C)=O)C1=NC(=CC(=N1)Cl)C1=C(C=CC=C1C)C